tert-butyl (3S,4R)- or (3R,4S)-3-amino-4-(hydroxymethyl)pyrrolidine-1-carboxylate N[C@@H]1CN(C[C@H]1CO)C(=O)OC(C)(C)C |o1:1,5|